(R)-N-((3-cyano-5-fluoro-4-(((R)-4-(3-fluoroazetidin-1-yl)-1-((4-fluorophenyl)thio)butan-2-yl)amino)phenyl)sulfonyl)-2-methyltetrahydro-2H-pyran-2-carboxamide C(#N)C=1C=C(C=C(C1N[C@@H](CSC1=CC=C(C=C1)F)CCN1CC(C1)F)F)S(=O)(=O)NC(=O)[C@@]1(OCCCC1)C